FC=1C=2N(C=C(C1)NC(=O)C1=CC=3C(=NC(=CN3)C3CCNCC3)S1)C=C(N2)C N-(8-fluoro-2-methyl-imidazo[1,2-a]pyridin-6-yl)-3-(4-piperidinyl)thieno[2,3-B]pyrazine-6-carboxamide